(+)-6-{2-(3-methylphenyl)-6-[(4-methylpiperazin-1-yl)methyl]-4,5,6,7-tetrahydropyrazolo[1,5-a]pyrimidin-3-yl}-2-(2-methylphenyl)pyridazin-3(2H)-one CC=1C=C(C=CC1)C1=NN2C(NCC(C2)CN2CCN(CC2)C)=C1C=1C=CC(N(N1)C1=C(C=CC=C1)C)=O